[O-]P([O-])(=O)OP(=O)([O-])OP(=O)(O)O.[Na+].[Mg+2] magnesium sodium triphosphate